iron-nickel-tungsten [W].[Ni].[Fe]